COC1=C(C=CC(=C1C)OC1=CC=CC=C1)NC(=O)NC1=CC=CC=C1 1-(2-methoxy-3-methyl-4-phenoxyphenyl)-3-phenylurea